tert-butyl 4-[[2-hydroxy-5-[6-(4-hydroxyphenyl)-1,2,4,5-tetrazin-3-yl]phenyl]methyl]piperazine-1-carboxylate OC1=C(C=C(C=C1)C=1N=NC(=NN1)C1=CC=C(C=C1)O)CN1CCN(CC1)C(=O)OC(C)(C)C